CN(C(O)=O)C1=CC(=CC=C1)B1OC(C(O1)(C)C)(C)C.FC=1C=C(C(=O)NCCC2=CC=C(C=C2)N2CCCC2)C=C(C1O)C=O 3-fluoro-5-formyl-4-hydroxy-N-(4-(pyrrolidin-1-yl)phenethyl)benzamide methyl-(3-(4,4,5,5-tetramethyl-1,3,2-dioxaborolan-2-yl)phenyl)carbamate